FC1=CC=C(C=C1)C1=C(N(C2=CC=CC(=C12)C)C(C)C)/C=C/[C@H](C[C@H](CC(=O)[O-])O)O.[Na+].[P+3].[Ge+2].FC1=CC=C(C=C1)C1=C(N(C2=CC=CC(=C12)C)C(C)C)/C=C/[C@H](C[C@H](CC(=O)[O-])O)O.FC1=CC=C(C=C1)C1=C(N(C2=CC=CC(=C12)C)C(C)C)/C=C/[C@H](C[C@H](CC(=O)[O-])O)O.FC1=CC=C(C=C1)C1=C(N(C2=CC=CC(=C12)C)C(C)C)/C=C/[C@H](C[C@H](CC(=O)[O-])O)O.FC1=CC=C(C=C1)C1=C(N(C2=CC=CC(=C12)C)C(C)C)/C=C/[C@H](C[C@H](CC(=O)[O-])O)O.FC1=CC=C(C=C1)C1=C(N(C2=CC=CC(=C12)C)C(C)C)/C=C/[C@H](C[C@H](CC(=O)[O-])O)O |o1:22,24,56,58,87,89,118,120,149,151,180,182| germanium phosphorus sodium rel-(3R,5S,E)-7-(3-(4-fluorophenyl)-1-isopropyl-4-methyl-1H-indol-2-yl)-3,5-dihydroxyhept-6-enoate